C(C)(C)(C)OC(=O)N1CC=2N=C(N=C(C2C1C)OC)C#N.C1(=CC=CC2=CC3=CC4=CC=CC=C4C=C3C=C12)C#N 1-naphthacenecarbonitrile tert-butyl-2-cyano-4-methoxy-5-methyl-5,7-dihydro-6H-pyrrolo[3,4-d]pyrimidine-6-carboxylate